COC(=O)C1=CC(=C2C(=N1)C=CO2)CC2=CC=C(C=C2)C2=CN=NC(=C2)C 7-(4-(6-methylpyridazin-4-yl)benzyl)furo[3,2-b]pyridine-5-carboxylic acid methyl ester